CCOC(=O)CC[C@@H](C(=O)OCC)NC(=O)C1=CC=C(C=C1)N N-(4-aminobenzoyl)-L-glutamic acid diethyl ester